(1R,5S,6r)-3-azabicyclo[3.1.0]hex-6-yl-(4-methoxy-2-thienyl)methanone TFA salt OC(=O)C(F)(F)F.[C@H]12CNC[C@@H]2C1C(=O)C=1SC=C(C1)OC